FC(S(=O)(=O)OC=1CN(CCC1)C(=O)OC)(F)F methyl 3-(((trifluoromethyl)sulfonyl)oxy)-5,6-dihydropyridine-1(2H)-carboxylate